4-(2-cyano-4-(N-(4-fluorobenzyl)butanesulfonamido)phenyl)-N,N-dimethylpiperazin-1-formamide C(#N)C1=C(C=CC(=C1)N(S(=O)(=O)CCCC)CC1=CC=C(C=C1)F)N1CCN(CC1)C(=O)N(C)C